1,6-diazaspiro[3.4]octan N1CCC12CNCC2